1-(3-(benzyloxy)pyridin-2-yl)-N-(3-chloro-5-(methylsulfonyl)phenyl)-1H-pyrazole-4-carboxamide C(C1=CC=CC=C1)OC=1C(=NC=CC1)N1N=CC(=C1)C(=O)NC1=CC(=CC(=C1)S(=O)(=O)C)Cl